O[C@]1([C@@H](CCC1)NC1=NC(=NC=C1C=O)SC)C 4-((1R,2R)-2-hydroxy-2-methylcyclopentylamino)-2-(methylthio)pyrimidine-5-carbaldehyde